C(C)(C)(C)OC(C[C@@H]1C[C@H](N(C1=O)C(=O)OC(C)(C)C)C(=O)OCC1=CC=CC=C1)=O trans-2-benzyl 1-(tert-butyl) (2S,4S)-4-(2-(tert-butoxy)-2-oxoethyl)-5-oxopyrrolidine-1,2-dicarboxylate